N1CCC12CCC2 azaspiro[3.3]-heptan